FC1=C(C=CC(=C1)F)C1=C2C(=NC(=C1)C(=O)OCC)O[C@H](CC2)COC ethyl (R)-5-(2,4-difluorophenyl)-2-(methoxymethyl)-3,4-dihydro-2H-pyrano[2,3-b]pyridine-7-carboxylate